5-benzyl-N-(8-(3-hydroxy-3-methylbut-1-yn-1-yl)-1-(methyl-d3)-2-oxo-2,3,4,5-tetrahydro-1H-benzo[b]azepin-3-yl)-1H-1,2,4-triazole-3-carboxamide C(C1=CC=CC=C1)C1=NC(=NN1)C(=O)NC1CCC2=C(N(C1=O)C([2H])([2H])[2H])C=C(C=C2)C#CC(C)(C)O